2-((2-chloro-5-(trifluoromethyl)pyrimidin-4-yl)amino)-N-methylbenzamide-3-d ClC1=NC=C(C(=N1)NC1=C(C(=O)NC)C=CC=C1[2H])C(F)(F)F